methyl-d3-(t-butoxycarbonyl)-L-tryptophan methyl ester COC([C@@H](N(C(=O)OC(C)(C)C)C([2H])([2H])[2H])CC1=CNC2=CC=CC=C12)=O